4-hydroxy-2-oxo-2,5-dihydro-3-furancarboxylic acid methyl ester COC(=O)C=1C(OCC1O)=O